N-methyl-N-(2,2,2-trifluoroethyl)piperazine-1-carboxamide TFA salt OC(=O)C(F)(F)F.CN(C(=O)N1CCNCC1)CC(F)(F)F